(rac)-12-Methoxy-1-[3-(naphthalen-1-yloxy)propyl]-5,6,7,8-tetrahydro-4H-10,14-(metheno)[1,7]oxazacyclotetradecino[9,8,7-hi]indole-2-carboxylic acid COC=1C=C2C=3C=CC=C4C(=C(N(C34)CCCCCOC(C1)=C2)C(=O)O)CCCOC2=CC=CC1=CC=CC=C21